3-{4-[trans-4-Amino-3-methoxypiperidin-1-yl]-3-(3,5-difluorophenyl)chinolin-6-yl}-2-(methoxymethoxy)benzonitril N[C@H]1[C@@H](CN(CC1)C1=C(C=NC2=CC=C(C=C12)C=1C(=C(C#N)C=CC1)OCOC)C1=CC(=CC(=C1)F)F)OC